C(C)(C)(C)OC(=O)N1CC=C(CC1)C1=CC=C2C(=N1)C(=C(N2)C2=CC(=C(C=C2)OC)OC)C 4-(2-(3,4-Dimethoxyphenyl)-3-methyl-1H-pyrrolo[3,2-b]pyridin-5-yl)-5,6-dihydropyridine-1(2H)-carboxylic acid tert-butyl ester